O1CCC(CC1)CN1CCC2(CC1)CN(C1=CC=CC=C12)C(=O)OC(C)(C)C tert-butyl 1'-((tetrahydro-2H-pyran-4-yl)methyl)spiro[indoline-3,4'-piperidine]-1-carboxylate